C1(CC1)OC1=C(C=CC(=C1)OCCOC(F)(F)F)NC1=CC=NC2=CC(=CC=C12)C N-(2-cyclopropoxy-4-(2-(trifluoromethoxy)ethoxy)phenyl)-7-methylquinolin-4-amine